C(C=C)C1N(CCC2=CC=CC=C12)C1=CC=CC=C1 1-allyl-2-phenyl-1,2,3,4-tetrahydroisoquinoline